FC=1C(=C(C=CC1F)C=1C=CC=2N(C1)C(=CN2)CCNC(OC(C)(C)C)=O)OCCC=2C(=NN(C2C)C)C tert-butyl (2-(6-(3,4-difluoro-2-(2-(1,3,5-trimethyl-1H-pyrazol-4-yl)ethoxy)phenyl) imidazo[1,2-a]pyridin-3-yl) ethyl)carbamate